mannosyl-thiourea C1([C@@H](O)[C@@H](O)[C@H](O)[C@H](O1)CO)NC(=S)N